2-chloro-3-(2,2,2-trifluoroethoxymethyl)-4-methylsulfonylbenzoic acid ClC1=C(C(=O)O)C=CC(=C1COCC(F)(F)F)S(=O)(=O)C